4-((4-morpholino-6-((5-(5-phenyl-1,3,4-oxadiazol-2-yl)thiazol-2-yl)amino)pyrimidin-2-yl)Amino)adamantan-1-ol O1CCN(CC1)C1=NC(=NC(=C1)NC=1SC(=CN1)C=1OC(=NN1)C1=CC=CC=C1)NC1C2CC3(CC(CC1C3)C2)O